CN(C)CC=1C=CC=CC1 5-dimethylaminomethyl-benzene